O=C(C(=O)OCC)CC(C)=O Ethyl 2,4-dioxopentanoate